(6-hydroxy-2-phenyl-[1,2,4]triazolo[5,1-a]isoquinoline-5-carbonyl)glycine OC1=C(N2C(C3=CC=CC=C13)=NC(=N2)C2=CC=CC=C2)C(=O)NCC(=O)O